(5-iodo-2-methoxyphenyl)benzylamine IC=1C=CC(=C(C1)NCC1=CC=CC=C1)OC